C(C)(C)C1=CC(=C(C=N1)C1CN(C1)C(=O)OC(C)(C)C)C tert-butyl 3-(6-isopropyl-4-methylpyridin-3-yl)azetidine-1-carboxylate